4-ethynyl-2,6-dimethoxy-pyridine C(#C)C1=CC(=NC(=C1)OC)OC